6-(2-((2-Methyl-6-(trifluoromethyl)pyridin-3-yl)sulfonyl)-2-azaspiro[3.3]hept-6-yl)-1-oxa-6-azaspiro[3.3]heptane CC1=NC(=CC=C1S(=O)(=O)N1CC2(C1)CC(C2)N2CC1(CCO1)C2)C(F)(F)F